(S)-3-amino-N-(3-(4-amino-4-methylpiperidin-1-yl)pyridin-2-yl)-6-(6-(3-methylmorpholino)-3-(trifluoromethyl)pyridin-2-yl)pyrazine-2-carboxamide NC=1C(=NC(=CN1)C1=NC(=CC=C1C(F)(F)F)N1[C@H](COCC1)C)C(=O)NC1=NC=CC=C1N1CCC(CC1)(C)N